C1(CCCCC1)C1=CC=C(C=C1)C=1NC=2N(C(C1)=O)N=C(C2C(=O)N2CC(C2)CF)C2=NC=CC(=C2)C 5-(4-cyclohexylphenyl)-3-[3-(fluoromethyl)azetidine-1-carbonyl]-2-(4-methyl-2-pyridinyl)-4H-pyrazolo[1,5-a]pyrimidin-7-one